3-(((3S,4S)-3-((E)-2,3-bis((4-nitrobenzyloxy)carbonyl)guanidino)-4-hydroxypyrrolidin-1-yl)methyl)-4-methyl-7-oxo-1-azabicyclo[3.2.0]hept-2-ene-2-carboxylic acid 4-nitrobenzyl ester [N+](=O)([O-])C1=CC=C(COC(=O)C=2N3C(CC3C(C2CN2C[C@@H]([C@H](C2)O)N/C(=N\C(=O)OCC2=CC=C(C=C2)[N+](=O)[O-])/NC(=O)OCC2=CC=C(C=C2)[N+](=O)[O-])C)=O)C=C1